(3R,4R,5S)-4-acetylamino-3-(pent-3-yloxy)-5-(((5-phenyl-1,2,4-oxadiazol-3-yl)methyl)amino)cyclohex-1-ene-1-carboxylic acid C(C)(=O)N[C@H]1[C@@H](C=C(C[C@@H]1NCC1=NOC(=N1)C1=CC=CC=C1)C(=O)O)OC(CC)CC